NC=1C=CC2=C(N(C(N2C)=O)C[C@H]2CNC(O2)=O)C1 |r| Racemic-5-((6-amino-3-methyl-2-oxo-2,3-dihydro-1H-benzo[d]imidazol-1-yl)methyl)oxazolidin-2-one